NC=1C=2N(C=CN1)C(=NC2C2=C(C=C(C=C2F)C(NC2=NC=CC(=C2)C2CC2)=O)OCC)C2(CCC(CC2)(C(=O)O)C)C 4-(8-amino-1-{4-[(4-cyclopropylpyridin-2-yl)carbamoyl]-2-ethoxy-6-fluorophenyl}imidazo[1,5-a]pyrazin-3-yl)-1,4-dimethylcyclohexanecarboxylic acid